(dimethylphosphoryl)-N-hydroxy-2-(prop-2-yn-1-ylamino)benzamidine CP(=O)(C)C=1C(=C(C(=N)NO)C=CC1)NCC#C